C(C1=CC=C(C(=O)O)C=C1)(=O)O.C(COCCO)O diethylene glycol terephthalate